3-(4-((2S,4r,6S)-2-cyano-7-((5-cyclopropyl-7-methyl-1H-indol-4-yl)methyl)-7-azaspiro[3.5]nonan-6-yl)benzamido)oxetane-3-carboxylic acid C(#N)C1CC2(C1)C[C@H](N(CC2)CC2=C1C=CNC1=C(C=C2C2CC2)C)C2=CC=C(C(=O)NC1(COC1)C(=O)O)C=C2